acrylic acid copper [Cu].C(C=C)(=O)O